(5'S,7a'R)-5'-(3,5-difluorophenyl)-1-(4-methoxypyridine-2-carbonyl)tetrahydro-3'H-spiro[piperidine-4,2'-pyrrolo[2,1-b]-[1,3]oxazol]-3'-one FC=1C=C(C=C(C1)F)[C@@H]1CC[C@H]2OC3(C(N21)=O)CCN(CC3)C(=O)C3=NC=CC(=C3)OC